1-t-butylazo-cyanocyclohexane C(C)(C)(C)N=NC1(CCCCC1)C#N